N2-(2-(3,5-dimethylpiperidin-1-yl)pyrimidin-5-yl)spiro[3.3]heptane-2,6-diamine CC1CN(CC(C1)C)C1=NC=C(C=N1)NC1CC2(C1)CC(C2)N